calcium toluenedisulfonate C(C1=CC=CC=C1)(S(=O)(=O)[O-])S(=O)(=O)[O-].[Ca+2]